(1R,3S)-3-methyl-8-azaspiro[4.5]decan-1-amine dihydrochloride Cl.Cl.C[C@@H]1C[C@H](C2(C1)CCNCC2)N